CC(C)C[O-].CC(C)C[O-].CC(C)C[O-].[Zr+3] Zirconium triisobutoxide